C1(=CC=C2C=CC3=CC=CC4=CC=C1C2=C34)CN(CC3=NC=CC=C3)CC3=NC=CC=C3 1-(pyren-1-yl)-N,N-bis(pyridin-2-ylmethyl)methanamine